FC(COC(F)F)(C(F)F)F difluoromethyl 2,2,3,3-tetrafluoropropyl ether